2-fluoro-2-(1-phenylazetidin-3-ylidene)ethan-1-ol FC(CO)=C1CN(C1)C1=CC=CC=C1